C(C)(=O)N1CCC(CC1)N1C(=NC2=C1C=CC(=C2)C=2C(=NOC2C)C)[C@H](CCO[Si](C)(C)C(C)(C)C)NC(OC(C)(C)C)=O t-butyl (S)-(1-(1-(1-acetylpiperidine-4-yl)-5-(3,5-dimethylisoxazol-4-yl)-1H-benzo[d]imidazol-2-yl)-3-((t-butyldimethylsilyl)oxy)propyl)carbamate